5-[(3S)-pyrrolidin-3-yl]-1H-1,2,4-triazole N1C[C@H](CC1)C1=NC=NN1